FC=1C=C(C=CC1F)C1=C(C=C(C=C1)C1=NNC(OC1)=O)C(F)(F)F 5-[3',4'-Difluoro-2-(trifluoromethyl)biphenyl-4-yl]-3,6-dihydro-2H-1,3,4-oxadiazin-2-one